C(C)S(=O)(=O)C1=NC(N(C(N1CC1=C(C=C(C(=C1)F)F)F)=O)CC1=NN(C=N1)C)=O 6-ethyl-sulfonyl-3-[(1-methyl-1H-1,2,4-triazole-3-yl)methyl]-1-(2,4,5-trifluoro-benzyl)-1,3,5-triazine-2,4(1H,3H)-dione